tert-butyl N-[11-(benzyloxy)-15-oxo-3,11-bis(trifluoromethyl)-21-oxa-1,8,9,16,22-pentaazatetracyclo[14.2.2.12,6.17,10]docosa-2,4,6(22),7,9-pentaen-5-yl]carbamate C(C1=CC=CC=C1)OC1(C2=NN=C(C=3C(=CC(=C(N4CCN(C(CCC1)=O)CC4)N3)C(F)(F)F)NC(OC(C)(C)C)=O)O2)C(F)(F)F